2-(6-bromo-3-ethylsulfonyl-imidazo[1,2-a]pyridin-2-yl)-3-methyl-6-(trifluoromethyl)pyrazolo[4,5-c]pyridine BrC=1C=CC=2N(C1)C(=C(N2)N2N=C1C(C=NC(=C1)C(F)(F)F)=C2C)S(=O)(=O)CC